CC=1C(=CC=2NC3=CC(=CC=C3C2C1C)C)C1=C(C=C(C=C1)C)N 3,4,7-trimethyl-2-(2'-amino-4'-methylphenyl)-9H-carbazole